R-2-Fluorobenzene FC1=CC=CC=C1